Propyl-n-octanoat C(CC)OC(CCCCCCC)=O